5-bromo-2-(oxetan-3-yl)-2H-pyrazolo[4,3-b]pyridine BrC=1C=CC=2C(N1)=CN(N2)C2COC2